BrC=1C(=NC(=CC1)I)N 3-bromo-6-iodopyridin-2-amine